N1(C=NC=C1)C=1C=C2NC=3C=CC(=CC3C(C2=CC1)(C)C)CN1CCNCC1 6-(1H-imidazol-1-yl)-9,9-dimethyl-2-(piperazin-1-ylmethyl)-9,10-dihydroacridine